3'-methoxy-5'-((3-methylpyridin-2-yl)methoxy)-[1,1'-biphenyl]-2-carboxylic acid methyl ester COC(=O)C=1C(=CC=CC1)C1=CC(=CC(=C1)OCC1=NC=CC=C1C)OC